(4-(5-aminoisoxazol-3-yl)piperidin-1-yl)(6,7-dichloro-1H-indol-2-yl)methanone NC1=CC(=NO1)C1CCN(CC1)C(=O)C=1NC2=C(C(=CC=C2C1)Cl)Cl